ClN1N=CC=2C1=NC=CC2I chloro-4-iodo-1H-pyrazolo[3,4-B]pyridine